3-(3,5-dichlorophenyl)-N-(1-methylethyl)-2,4-dioxo-1-imidazolidinecarboxamide CC(C)NC(=O)N1CC(=O)N(C1=O)C2=CC(=CC(=C2)Cl)Cl